C12(CC3CC(CC(C1)C3)C2)N2C(C(N(C(C2([2H])[2H])([2H])[2H])CCSC2=C3C(N(C(=NC3=CC=C2)C)C2C(NC(CC2)=O)=O)=O)([2H])[2H])([2H])[2H] 3-(5-((2-(4-((1s,3s)-adamantan-1-yl)piperazin-1-yl-2,2,3,3,5,5,6,6-d8)ethyl)thio)-2-methyl-4-oxoquinazolin-3(4H)-yl)piperidine-2,6-dione